C(C)(C)N1C(=NN=C1)C1=CC=CC(=N1)N1C(N(CC1)C=1C=NC(=NC1)N1CCOCC1)=O 1-(6-(4-isopropyl-4H-1,2,4-triazol-3-yl)pyridin-2-yl)-3-(2-morpholinopyrimidin-5-yl)imidazolidin-2-one